5-[(1R)-1-(5-Fluoro-3-methyl-2-pyridyl)ethoxy]-7-[5-methyl-1-(4-piperidyl)triazol-4-yl]imidazo[1,2-a]pyridine-3-carbonitrile HCl Cl.FC=1C=C(C(=NC1)[C@@H](C)OC1=CC(=CC=2N1C(=CN2)C#N)C=2N=NN(C2C)C2CCNCC2)C